C(C)(=O)OC1=CC(O)=CC=C1 RESORCINOL MONOACETATE